C(C1=CC=CC=C1)N1C(C(CCC1)N(C=1C(=NC2=CC(=CC(=C2N1)[C@@H](C)NC=1C(=NC(=CC1)Cl)C(=O)O)C)C#N)C)=O 3-(((1R)-1-(3-((1-benzyl-2-oxopiperidin-3-yl)(methyl)amino)-2-cyano-7-methylquinoxalin-5-yl)ethyl)amino)-6-chloropicolinic acid